1-[2-[(2R)-2-(2-benzyloxyethoxy)propoxy]ethyl]-4-bromo-pyrazole C(C1=CC=CC=C1)OCCO[C@@H](COCCN1N=CC(=C1)Br)C